C1(CCCC1)N1CCN(CC1)C1=NC=C(C=N1)C=1C=C2C(=C(NC2=CC1)C1=CC(=C(C=C1)OC)OC)C(C)C 5-(2-(4-cyclopentylpiperazin-1-yl)pyrimidin-5-yl)-2-(3,4-dimethoxyphenyl)-3-isopropyl-1H-indole